C(#N)C(CCC(=O)O)(C)SC(=O)SCCCCCCCCCCCC 4-cyano-4-[(dodecylmercaptocarbonyl)mercapto]pentanoic acid